(R)-8-(1-((3-fluoro-2-(1-hydroxy-1H-benzo[d][1,2,6]oxazaborinin-6-yl)phenyl)amino)ethyl)-3,6-dimethyl-2-(piperidin-1-yl)-4H-chromen-4-one FC=1C(=C(C=CC1)N[C@H](C)C=1C=C(C=C2C(C(=C(OC12)N1CCCCC1)C)=O)C)C=1C=CC2=C(C=NOB2O)C1